(R)-benzo[d]thiazol-6-yl-(8-methyl-3-(3-methyl-1,2,4-thiadiazol-5-yl)-5,6-dihydro-[1,2,4]triazolo[4,3-a]pyrazin-7(8H)-yl)methanone S1C=NC2=C1C=C(C=C2)C(=O)N2[C@@H](C=1N(CC2)C(=NN1)C1=NC(=NS1)C)C